methyl (S)-2-(((2-amino-6-methylpyridin-3-yl)amino)methyl)morpholine-4-carboxylate NC1=NC(=CC=C1NC[C@H]1CN(CCO1)C(=O)OC)C